COCCOC1=CC=C(C=N1)/C=C/C(=O)O (E)-3-(6-(2-methoxyethoxy)pyridin-3-yl)acrylic acid